3-(4-((3-chloro-2-fluorophenyl)amino)-7-methoxyquinazolin-6-yl)hexahydro-2H-pyrrolo[3,4-d]oxazol-2-one ClC=1C(=C(C=CC1)NC1=NC=NC2=CC(=C(C=C12)N1C(OC2C1CNC2)=O)OC)F